monophenol phosphorchloridate P(O)(=O)(Cl)OC1=CC=CC=C1